CN1CCN(CC1)CCO 2-(4-methylpiperazin-1-yl)ethanol